(2R,3S,4R,5R)-5-(2-Acetamido-6,8-dioxo-7-(prop-2-yn-1-yl)-1,6,7,8-tetrahydro-9H-purin-9-yl)-4-acetoxy-2-((benzoyloxy)methyl)tetrahydrofuran-3-yl benzoate C(C1=CC=CC=C1)(=O)O[C@H]1[C@H](O[C@H]([C@@H]1OC(C)=O)N1C=2N=C(NC(C2N(C1=O)CC#C)=O)NC(C)=O)COC(C1=CC=CC=C1)=O